CC1(CN(C2=CC=CC=C12)C(CN)C)C 2-(3,3-dimethylindolin-1-yl)propan-1-amine